C(C)(C)(C)OOC(C)(C)OOC(C)(C)C 2,2-bis-(tert-butylperoxy)propane